1-(1-(2-chloro-4-(trifluoromethyl)benzyl)-1,8-diazaspiro[4.5]decane-8-carbonyl)-1H-pyrazole-3-carboxylic acid ClC1=C(CN2CCCC23CCN(CC3)C(=O)N3N=C(C=C3)C(=O)O)C=CC(=C1)C(F)(F)F